2-((tert-Butoxycarbonyl)amino)-4-methylpentanoic acid C(C)(C)(C)OC(=O)NC(C(=O)O)CC(C)C